N-(5-Aminopentyl)biotinamide trifluoroacetate salt FC(C(=O)O)(F)F.NCCCCCNC(CCCC[C@@H]1SC[C@@H]2NC(=O)N[C@H]12)=O